3-methyl-N-((R)-1-((S)-2-methylpyrrolidin-1-yl)propan-2-yl)-4-(5-(trifluoromethyl)-1,2,4-oxadiazol-3-yl)benzamide CC=1C=C(C(=O)N[C@@H](CN2[C@H](CCC2)C)C)C=CC1C1=NOC(=N1)C(F)(F)F